BrC1=C(C(=O)OC)C=CC(=C1)N1CCC2(CC(C2)N2[C@@H](CCC2)C2=C(C=CC=C2)C#N)CC1 methyl 2-bromo-4-{2-[(2S)-2-(2-cyanophenyl)pyrrolidin-1-yl]-7-azaspiro[3.5]nonan-7-yl}benzoate